(12S)-7-chloro-12-ethyl-6-fluoro-13-methyl-3-methylsulfonyl-10-oxa-2,4,8,13-tetrazatricyclo[7.4.1.05,14]tetradeca-1,3,5,7,9(14)-pentaene ClC=1C(=C2N=C(N=C3N([C@H](COC(N1)=C32)CC)C)S(=O)(=O)C)F